ClCC(C#N)=C 2-(chloromethyl)acrylonitrile